3-fluoro-N-(7-(hydroxyamino)-7-oxoheptyl)-4-(3-phenylureido)benzamide FC=1C=C(C(=O)NCCCCCCC(=O)NO)C=CC1NC(=O)NC1=CC=CC=C1